C(C1=CC=CC=C1)[N+](=C)[O-] N-benzyl-nitrone